C[C@](CO)(C(=O)[O-])[NH3+] The molecule is an amino acid zwitterion obtained from the transfer of a proton from the carboxy group to the amino group of 2-methyl-L-serine. Major species at pH 7.3. It is a tautomer of a 2-methyl-L-serine.